1-(1-methyl-1H-benzo[d]imidazol-5-yl)cyclopropanecarboxylic acid CN1C=NC2=C1C=CC(=C2)C2(CC2)C(=O)O